Cl.Cl.N1=C(N=CC=C1)C(C)N 1-(pyrimidin-2-yl)ethane-1-amine dihydrochloride